2-(5-bromo-2-fluorophenyl)-2-(3-ethyl-2-oxo-4-(trifluoromethyl)pyridin-1(2H)-yl)acetic acid BrC=1C=CC(=C(C1)C(C(=O)O)N1C(C(=C(C=C1)C(F)(F)F)CC)=O)F